2-hydroxy-4-(2-methoxy-3-o-fluorophenyl-benzyloxy)benzaldehyde OC1=C(C=O)C=CC(=C1)OCC1=C(C(=CC=C1)C1=C(C=CC=C1)F)OC